N1(C=NC2=C1C=CC=C2)C=2C=C(C=C(C2)C(F)(F)F)NC(C2=CC(=C(C=C2)C)C#CC2=CN=C1N2N=CC=C1)=O N-(3-(1H-benzo[d]imidazol-1-yl)-5-(trifluoromethyl)phenyl)-3-(imidazo[1,2-b]pyridazin-3-ylethynyl)-4-methylbenzamide